2-[acetyl-(2,6-difluoro-4-pyridinyl)amino]-N-cyclobutyl-5-methyl-thiazole-4-carboxamide C(C)(=O)N(C=1SC(=C(N1)C(=O)NC1CCC1)C)C1=CC(=NC(=C1)F)F